O=C1CC[C@H](N1C(=O)OC(C)(C)C)C(=O)OCC (S)-1-tert-butyl 2-ethyl 5-oxopyrrolidine-1,2-dicarboxylate